C(C)(=O)OC(C(C(=O)N)OC(C)=O)C(=O)N diacetoxysuccinamide